((6-(4-fluoro-1H-pyrazol-1-yl)pyridin-3-yl)methyl)-3,6-Diazabicyclo[3.1.1]heptane FC=1C=NN(C1)C1=CC=C(C=N1)CC12CNCC(N1)C2